FC1=C(C=CC(=C1)F)C=1CSC2=CC=CC=C2C1C1=CC=C(C=C1)CC1CN(C1)CCCF 3-(2,4-Difluorophenyl)-4-(4-((1-(3-fluoropropyl)azetidin-3-yl)methyl)phenyl)-2H-thiochromen